C(CCCC)C1=C(NC2=CC=CC=C12)C=O pentylindolealdehyde